O1C=NC=C1CNC(NC1=CC=C(CC2CCN(CC2)C(=O)OC(C)(C)C)C=C1)=O tert-butyl 4-(4-(3-(oxazol-5-ylmethyl)ureido)benzyl)piperidine-1-carboxylate